3-[bis(3-carboxy-4-hydroxyphenyl)methylene]-6-oxo-1,4-cyclohexadiene-1-carboxylic acid triammonium salt [NH4+].[NH4+].[NH4+].C(=O)([O-])C=1C=C(C=CC1O)C(=C1C=C(C(C=C1)=O)C(=O)[O-])C1=CC(=C(C=C1)O)C(=O)[O-]